CC(C(=O)O)(CCCCCC(CCCCCC(C(=O)O)(C)C)OC(F)(F)F)C 2,2,14,14-tetramethyl-8-(trifluoromethoxy)pentadecanedioic acid